C(\C=C\CCC)OC(CCC)=O butyric acid (E)-2-hexenyl ester